CSC1=CC=C(CSC=2N(C=CN2)C2=CC=CC=C2)C=C1 2-((4-(methylthio)benzyl)thio)-1-phenyl-1H-imidazole